ClC1=C(C=2N(N=C1N1CC3CCC(C1)O3)C(=NC2)C2=NNC=C2)N2[C@@H](COCC2)C 3-(3-chloro-4-((R)-3-methylmorpholino)-7-(1H-pyrazol-3-yl)imidazo[1,5-b]pyridazin-2-yl)-8-oxa-3-azabicyclo[3.2.1]octane